tert-butyl (2R,3S,4S)-4-[(tert-butoxycarbonyl)oxy]-3-[(cyclopropylmethylcarbamoyl)oxy]-2-[(4-methoxyphenyl)methyl]pyrrolidine-1-carboxylate C(C)(C)(C)OC(=O)O[C@@H]1[C@H]([C@H](N(C1)C(=O)OC(C)(C)C)CC1=CC=C(C=C1)OC)OC(NCC1CC1)=O